[Ca].[Al] monoaluminum monocalcium